CN(CCOC1=CC(=NC=C1)C=1C=CC=C2C=NC(=NC12)NC1=CC=C(C=C1)N1CCNCC1)C 8-(4-(2-(dimethylamino)ethoxy)pyridin-2-yl)-N-(4-(piperazin-1-yl)phenyl)quinazolin-2-amine